ClC1=C(C(=CC=C1)Cl)C(C(=O)N)OC 2-(2,6-dichlorophenyl)-2-methoxyacetamide